N-{[3-(4-{[(3R,4R)-1-tert-butyl-3-fluoropiperidin-4-yl]amino}-1-(2,2,2-trifluoroethyl)-1H-indol-2-yl)-1,2,4-oxadiazol-5-yl]methyl}-1-methyl-1H-pyrazole-4-carboxamide C(C)(C)(C)N1C[C@H]([C@@H](CC1)NC1=C2C=C(N(C2=CC=C1)CC(F)(F)F)C1=NOC(=N1)CNC(=O)C=1C=NN(C1)C)F